2,6-dimethoxy-4-[7-(1-methylpyrazol-4-yl)imidazo[1,2-a]pyridin-3-yl]-N-[2-methyl-1-(trifluoromethyl)propyl]benzamide COC1=C(C(=O)NC(C(C)C)C(F)(F)F)C(=CC(=C1)C1=CN=C2N1C=CC(=C2)C=2C=NN(C2)C)OC